NCCNCCC[SiH2]C(OCC)OCC 3-(2-aminoethylamino)-propyl-diethoxymethylsilane